(S)-2,6-dichloro-4-(2-(4-(2-hydroxy-3-(methylsulfonyl)propoxy)phenyl)propan-2-yl)phenol ClC1=C(C(=CC(=C1)C(C)(C)C1=CC=C(C=C1)OC[C@@H](CS(=O)(=O)C)O)Cl)O